C(#N)N1N=CC=C1C 1-cyano-5-methylpyrazole